5-(azetidine-1-carbonyl)-5-azaspiro[2.4]heptan-7-ylethanesulfonamide N1(CCC1)C(=O)N1CC2(CC2)C(C1)C(C)S(=O)(=O)N